C(C1=CC=CC=C1)N(CC(CO)(C)C)C[C@@H](COCC1=CC=CC=C1)O 3-{benzyl[(2S)-3-(benzyloxy)-2-hydroxypropyl]amino}-2,2-dimethylpropan-1-ol